(S)-(3-(benzyloxy)-2-fluoropropoxy)(tert-butyl)dimethylsilane C(C1=CC=CC=C1)OC[C@@H](CO[Si](C)(C)C(C)(C)C)F